ethyl (E)-5-[5-(4-bromophenyl) tetrazol-2-yl]-4-methoxy-2-oxo-pent-3-enoate BrC1=CC=C(C=C1)C=1N=NN(N1)C\C(=C/C(C(=O)OCC)=O)\OC